N-((1,2-dibromoethyl)sulfonyl)-N-methylglycine benzyl ester C(C1=CC=CC=C1)OC(CN(C)S(=O)(=O)C(CBr)Br)=O